BrC(C(=O)C=1C=NC(=CC1)OC)CC(C)C 2-bromo-1-(6-methoxypyridin-3-yl)-4-methylpentan-1-one